C1(=CC=CC2=CC=CC=C12)CC(C(C)N)N 1-(1-naphthylmethyl)-1,2-propanediamine